C(C1=CC=CC=C1)=C1C=C(C(C(=C1)C(C)(C)C)=O)C(C)(C)C 4-benzylidene-2,6-bis-tert-butylcyclohexan-2,5-dien-1-one